BrC=1C=C(C=C(C1Cl)Cl)CC(CC(=O)NC=1C=CC(=C(C(=O)NC2=CC=C(C=C2)F)C1)Cl)(Cl)Cl trans-5-(3-(3-bromo-4,5-dichlorophenyl)-2,2-dichloropropane-1-carboxamido)-2-chloro-N-(4-fluorophenyl)benzamide